(E)-4-propyldihydrofuran C(CC)C=1CCOC1